trans-tert-butyl 3-(3-bromo-5-chlorophenyl)-2-methylpiperazine-1-carboxylate BrC=1C=C(C=C(C1)Cl)[C@H]1[C@@H](N(CCN1)C(=O)OC(C)(C)C)C